C(C)(C)C1=NC(=NO1)CCN 2-(5-Isopropyl-1,2,4-oxadiazol-3-yl)ethan-1-amine